P(OCC1=CC=CC=C1)(OCC1=CC=CC=C1)=O.P(OCC1=CC=CC=C1)(OCC1=CC=CC=C1)=O tetrabenzyl diphosphonate